methyl-5-(3-(3-bromo-2-oxo-5,6-dihydropyridine-1(2H)-Yl)-3-oxoprop-1-en-1-yl)-2-hydroxybenzoate COC(C1=C(C=CC(=C1)C=CC(=O)N1C(C(=CCC1)Br)=O)O)=O